N-(2-amino-2-oxoethyl)-3-(sec-butyl)-N-methyl-2-oxo-1,2,3,5-tetrahydro-4H-benzo[1,4]diazepine-4-carboxamide NC(CN(C(=O)N1C(C(NC2=C(C1)C=CC=C2)=O)C(C)CC)C)=O